3-pyrazinecarbonitrile 4-methyl-5,6-dihydro-4H-pyrrolo[1,2-b]pyrazole-2-carboxylate CC1CCN2N=C(C=C21)C(=O)O.N2=CC(=NC=C2)C#N